[Ru](Cl)(Cl)Cl.N1=CC=CC2=CC=C3C=CC=NC3=C12.N1=CC=CC2=CC=C3C=CC=NC3=C12.N1=CC=CC2=CC=C3C=CC=NC3=C12 tri(1,10-phenanthroline) ruthenium chloride